N1=C(C=CC=C1)C1=CNC=C(C1)C(=O)N 1',4'-dihydro-2,3'-bipyridine-5'-carboxamide